P(SCCCCCCCCCCCC)(OC1=CC=CC=C1)OC1=CC=CC=C1 S-lauryl diphenyl monothiophosphite